C[C@H]1OC2(CN(C1=O)C)CCN(CC2)CC2=CC=C(C#N)C=C2 (R)-4-((2,4-Dimethyl-3-oxo-1-oxa-4,9-diazaspiro[5.5]undecan-9-yl)methyl)benzonitril